3-(2-(ethyl(methyl)amino)ethyl)-7-fluoro-1H-indol-5-ol C(C)N(CCC1=CNC2=C(C=C(C=C12)O)F)C